tert-butyl (1R,5S)-1-((methylthio) methyl)-3-trityl-3,8-diazabicyclo[3.2.1]octane-8-carboxylate CSC[C@]12CN(C[C@H](CC1)N2C(=O)OC(C)(C)C)C(C2=CC=CC=C2)(C2=CC=CC=C2)C2=CC=CC=C2